NCC=1C(N(C=CC1)C)=O 3-(aminomethyl)-1-methylpyridin-2(1H)-one